OC12CCCCC2CCS(C1)(=O)=O 8a-hydroxy-2-thiadecalin 2,2-dioxide